N-[(3S,5R)-1-tert-Butoxycarbonyl-5-(methoxycarbonyl)pyrrolidin-3-yl]-3-[3-(3,5-dimethyl-1H-pyrazol-1-yl)phenyl]imidazo[1,2-a]pyridine-7-carboxamide C(C)(C)(C)OC(=O)N1C[C@H](C[C@@H]1C(=O)OC)NC(=O)C1=CC=2N(C=C1)C(=CN2)C2=CC(=CC=C2)N2N=C(C=C2C)C